C(C)(C)(C)N1CCC(=CC1)C1=C(C=C(C=C1)[C@H](C)NC1=NC=CC2=C1CN(C2=O)CC)F (S)-4-((1-(4-(1-(tert-butyl)-1,2,3,6-tetrahydropyridin-4-yl)-3-fluorophenyl)ethyl)amino)-2-ethyl-2,3-dihydro-1H-pyrrolo[3,4-c]pyridin-1-one